N-(3-(4-bromo-3-nitro-1H-pyrazol-1-yl)phenyl)-N-methylacrylamide BrC=1C(=NN(C1)C=1C=C(C=CC1)N(C(C=C)=O)C)[N+](=O)[O-]